CC(=CC=C)CC 4-methyl-1,3-hexadiene